ethyldiiso-propylamine C(C)N(C(C)C)C(C)C